7-methoxyspiro[chroman-2,4'-piperidine]-6-carboxamide COC1=C(C=C2CCC3(CCNCC3)OC2=C1)C(=O)N